fluoro-sulphate S(=O)(=O)([O-])F